FC=1C=C2C=CC(N(C2=CC1F)CC(=O)N)=O 2-(6,7-difluoro-2-oxoquinolin-1(2H)-yl)acetamide